C[C@@H]1O[C@@H](CN(C1)C1=C(C=C(C(=O)O)C=C1)F)C 4-((cis)-2,6-dimethylmorpholino)-3-fluorobenzoic acid